[O-][2H].[Mg+2].[O-][2H] magnesium deuteroxide